CC1(CN(C2=CC=C(C=C12)C)C(CC)=O)CCN(C(C)=O)C N-(2-(3,5-dimethyl-1-propionylindolin-3-yl)ethyl)-N-methylacetamide